C1C(C=C)O1 3-epoxybutene